CNC(=O)C1=NC=C(C=C1[2H])N1C[C@H](NCC1)C (R)-N-methyl-5-(3-methylpiperazin-1-yl)pyridinecarboxamide-3-d